5-methoxycyclohexa-2,5-diene-1,4-dione COC=1C(C=CC(C1)=O)=O